4-amino-1-methylpiperidine NC1CCN(CC1)C